CC1=C(C(=O)N=[N+]=[N-])C=CC(=N1)C1=CC=C(C=C1)C 2-methyl-6-(p-tolyl)nicotinoyl azide